tert-butyl 8-[3-[(1-benzyloxycarbonyl-4-piperidylidene)methyl]phenyl]-3,8-diazabicyclo[3.2.1]octane-3-carboxylate C(C1=CC=CC=C1)OC(=O)N1CCC(CC1)=CC=1C=C(C=CC1)N1C2CN(CC1CC2)C(=O)OC(C)(C)C